(R)-N-(2-fluoro-3-hydroxy-3-methylbutyl)-7-(isopropylamino)-2-(pyrimidin-5-yl)pyrazolo[1,5-a]pyrimidine-6-carboxamide F[C@H](CNC(=O)C=1C=NC=2N(C1NC(C)C)N=C(C2)C=2C=NC=NC2)C(C)(C)O